N-((2R)-1-(4-(3,4-dichlorophenyl)-2-methyl-1,3-dioxo-2,8-diazaspiro[4.5]decan-8-yl)-3-methyl-1-oxobutan-2-yl)-2-fluoro-5-(trifluoromethyl)benzamide ClC=1C=C(C=CC1Cl)C1C(N(C(C12CCN(CC2)C([C@@H](C(C)C)NC(C2=C(C=CC(=C2)C(F)(F)F)F)=O)=O)=O)C)=O